C1=C(C=CC2=CC=CC=C12)C12C=CC(CC1)C2 exo-2-naphthyl-norbornene